(3R,6R,7aS)-3-tert-butyl-7a-(2,2-dideuterio-3-iodo-propyl)-6-fluoro-3,5,6,7-tetrahydropyrrolo[1,2-c]oxazol-1-one C(C)(C)(C)[C@H]1OC([C@]2(N1C[C@@H](C2)F)CC(CI)([2H])[2H])=O